(1R,2R)-N-(2-(2,6-dimethoxyphenyl)-1-methyl-1H-pyrrolo[2,3-c]pyridin-5-yl)-2-((dimethylamino)methyl)cyclopropane-1-carboxamide COC1=C(C(=CC=C1)OC)C1=CC=2C(=CN=C(C2)NC(=O)[C@H]2[C@@H](C2)CN(C)C)N1C